2-acryloxy-n-pentylthio-5-ethylthio-1,3,4-thiadiazole C(C=C)(=O)OC(CSC=1SC(=NN1)SCC)CCC